(S)-1-(4-(2-(Difluoromethyl)pyridin-4-yl)-2-(prop-1-yn-1-yl)phenoxy)-2,4-dimethylpentane-2-Amine FC(C1=NC=CC(=C1)C1=CC(=C(OC[C@](CC(C)C)(N)C)C=C1)C#CC)F